tert-butyl 2-oxo-3,3-dipropylpyrrolidine-1-carboxylate O=C1N(CCC1(CCC)CCC)C(=O)OC(C)(C)C